C(C1=CC=CC=C1)OC=1C=CC(=NC1)/C(/C(=O)OCC)=N/O ethyl (Z)-2-(5-(benzyloxy)pyridin-2-yl)-2-(hydroxyimino)acetate